N-(4-(2-(4-acrylamidophenyl)-4-amino-7-cyano-1-methyl-1H-pyrrolo[3,2-c]pyridin-3-yl)-2-fluorophenyl)cyclopropanecarboxamide C(C=C)(=O)NC1=CC=C(C=C1)C1=C(C=2C(=NC=C(C2N1C)C#N)N)C1=CC(=C(C=C1)NC(=O)C1CC1)F